CC1=CC=CC(=N1)N1N=C2N=CC=CC2=C1C1=CC=2N(C=C1)N=CC2C(=O)O 5-(2-(6-methylpyridin-2-yl)-2H-pyrazolo[3,4-b]pyridin-3-yl)pyrazolo[1,5-a]pyridine-3-carboxylic acid